N-(4-(2-(2-methoxyethoxy)phenoxy)phenyl)-3,4-dihydro-2H-[1,4]oxazino[2,3-f]quinazolin-10-amine COCCOC1=C(OC2=CC=C(C=C2)NC2=NC=NC3=CC=C4C(=C23)OCCN4)C=CC=C1